triazacyclotridecyne-3,5-dione C1#CC(NC(NNCCCCCC1)=O)=O